2-(2-Mercaptoethyl)pyridine SCCC1=NC=CC=C1